NC1=NC(=NC(=N1)NC1=CC=C(C=C1)C#N)OC=1C=C2C=C(NC2=CC1)COCC(=O)OC Methyl 2-((5-((4-amino-6-((4-cyanophenyl)amino)-1,3,5-triazin-2-yl)oxy)-1H-indol-2-yl)methoxy)acetate